NCC#CC=1C=C(C=C(C1)F)N1CCN(CC1)S(=O)(=O)C1=CC=C(C=C1)NC(C1=C(C=CC=C1)N(S(=O)(=O)C)C)=O N-(4-((4-(3-(3-aminoprop-1-yn-1-yl)-5-fluorophenyl)piperazin-1-yl)sulfonyl)phenyl)-2-(N-methylmethylsulfonamido)benzamide